3-[1-(2-fluorophenyl)-1H-pyrazol-5-yl]-1-[2-fluoro-4-(1H-pyrazol-1-yl)phenyl]-5-methoxypyridazin-4(1H)-one FC1=C(C=CC=C1)N1N=CC=C1C1=NN(C=C(C1=O)OC)C1=C(C=C(C=C1)N1N=CC=C1)F